methyl (2S)-4-[6-[3-(5-chloro-2,4-difluoro-phenyl)-1H-pyrazol-4-yl]-1,5-naphthyridin-3-yl]piperazine-2-carboxylate ClC=1C(=CC(=C(C1)C1=NNC=C1C=1N=C2C=C(C=NC2=CC1)N1C[C@H](NCC1)C(=O)OC)F)F